OC1(CCN(C2=CC=CC=C12)C(=O)OC(C)(C)C)C tert-butyl 4-hydroxy-4-methyl-2,3-dihydroquinoline-1-carboxylate